CC=1C=C2C(OC(C2=CC1)=O)=O 5-methylisobenzofuran-1,3-dione